7-amino-N-methyl-3-(4-methyl-6-propionylpyridin-3-yl)-1,6-naphthyridine-2-carboxamide NC1=NC=C2C=C(C(=NC2=C1)C(=O)NC)C=1C=NC(=CC1C)C(CC)=O